4-(3-Amino-1H-indazol-5-yl)-1H-pyrrolo[2,3-b]pyridine-2-carboxamide NC1=NNC2=CC=C(C=C12)C1=C2C(=NC=C1)NC(=C2)C(=O)N